COC=1C=C2CCN(CC2=CC1OS(=O)(=O)C(F)(F)F)C(=O)[O-] 6-methoxy-7-(((trifluoromethyl)sulfonyl)oxy)-3,4-dihydroisoquinoline-2(1H)-carboxylate